N-(3-(8-((2R,6S)-6-((dimethylamino)methyl)piperidin-2-yl)-3-(2,2,2-trifluoroethyl)imidazo[1,2-a]pyridin-2-yl)prop-2-yn-1-yl)-2-methoxy-4-(methylsulfonyl)aniline CN(C)C[C@@H]1CCC[C@@H](N1)C=1C=2N(C=CC1)C(=C(N2)C#CCNC2=C(C=C(C=C2)S(=O)(=O)C)OC)CC(F)(F)F